4-Methoxy-N-[4-[4-(p-tolyl)piperazin-1-yl]phenyl]benzamid COC1=CC=C(C(=O)NC2=CC=C(C=C2)N2CCN(CC2)C2=CC=C(C=C2)C)C=C1